S1C(=NC2=C1C=CC=C2)CN2CCN(CC2)C2=C(C#N)C(=CC(=C2)OC(C)C)F 2-(4-(benzo[d]thiazol-2-ylmethyl)piperazin-1-yl)-6-fluoro-4-isopropoxybenzonitrile